2-(4,5-diphenyloxazol-2-yl)sulfanylpropanamide C1(=CC=CC=C1)C=1N=C(OC1C1=CC=CC=C1)SC(C(=O)N)C